COC=1N=CC2=C(N1)C=CNC2=O 2-methoxy-6H-pyrido[4,3-d]pyrimidin-5-one